(2-oxobornen-3-ylidene)toluene-4-sulfonic acid O=C1C2(CC=C(C1=CC1=CC=C(C=C1)S(=O)(=O)O)C2(C)C)C